FC(C1=CC=C(OC=2N=CC(=NC2OC2=CC=C(C=C2)C(F)(F)F)C(=O)OC)C=C1)(F)F methyl 5,6-bis[4-(trifluoromethyl)phenoxy]pyrazine-2-carboxylate